12-(3-(1H-imidazol-1-yl)propyl)-2,3-dimethoxy-[1,3]dioxolo[4',5':4,5]benzo[1,2-c]phenanthridin-13(12H)-one N1(C=NC=C1)CCCN1C=2C3=C(C=CC2C2=CC(=C(C=C2C1=O)OC)OC)C=C1C(=C3)OCO1